[Al].[Ce] Cerium-aluminum